1-((R)-1-(2-hydroxyethyl)pyrrolidin-3-yl)-3-(isoquinolin-4-yl)-2-oxoimidazolidine-4-carbonitrile OCCN1C[C@@H](CC1)N1C(N(C(C1)C#N)C1=CN=CC2=CC=CC=C12)=O